C(C)(C)(C)OC(=O)N1C=CC=2C1=NC=C1C2N(C=N1)N1CCC(CC1)CC#N 1-(4-cyanomethylpiperidin-1-yl)imidazo[4,5-d]pyrrolo[2,3-b]pyridine-6(1H)-carboxylic acid tert-butyl ester